N-(6-methoxy-2-methyl-1,2,3,4-tetrahydroisoquinolin-7-yl)-7-{[6-(piperazin-1-yl)pyridin-3-yl]methoxy}-quinazolin-2-amine COC=1C=C2CCN(CC2=CC1NC1=NC2=CC(=CC=C2C=N1)OCC=1C=NC(=CC1)N1CCNCC1)C